NC[C@H](C=1C=CC2=C(N=CS2)C1)NS(=O)C(C)(C)C N-[(1S)-2-amino-1-(1,3-benzothiazol-5-yl)ethyl]-2-methyl-propane-2-sulfinamide